FC1=C(C=CC(=C1)C(F)(F)F)C12CN(CC2C1)C=O (1-(2-fluoro-4-(trifluoromethyl)phenyl)-3-azabicyclo[3.1.0]hex-3-yl)methanone